ClC=1C=C2CCC[C@]3(C2=CC1)CN(C1=C(OC3)C=CC(=C1)[C@H](C(=O)OC(C)(C)C)C)CCCCC=C (R)-TERT-BUTYL 2-((S)-6'-CHLORO-5-(HEX-5-EN-1-YL)-3',4,4',5-TETRAHYDRO-2H,2'H-SPIRO[BENZO[B][1,4]OXAZEPINE-3,1'-NAPHTHALEN]-7-YL)PROPANOATE